C(=C)C=1C=C(C=NC1CC)C(=O)OCC ethyl 5-vinyl-6-ethylpyridine-3-carboxylate